4-(2-hydroxyphenyl)-1H-1,2,3-Triazole-5-carboxylic acid OC1=C(C=CC=C1)C=1N=NNC1C(=O)O